(R)-5-(4-(5-chloro-4-(((R)-1-(2,4-dichlorophenyl)ethyl)amino)pyrimidin-2-yl)piperazine-1-carbonyl)pyrrolidin-2-one ClC=1C(=NC(=NC1)N1CCN(CC1)C(=O)[C@H]1CCC(N1)=O)N[C@H](C)C1=C(C=C(C=C1)Cl)Cl